C(CCCCCCCCCCCCCCC)C(C(C(O)CCCCCCCCCCCCCCCC)O)O di-hexadecyl-rac-glycerol